Benzoic acid phenethyl ester C(CC1=CC=CC=C1)OC(C1=CC=CC=C1)=O